2,2-dimethyl-2,3,4,5-tetrahydropyrido[2,3-f][1,4]oxazepin-7-ol, dihydrochloride Cl.Cl.CC1(OC2=C(CNC1)N=C(C=C2)O)C